OCCOC1=C(C=C(C=C1C)C=1OC(=CC1)C)C 2-(4-(2-hydroxyethoxy)-3,5-dimethylphenyl)-5-methylfuran